2-[Methyl(pyridin-2-ylmethyl)amino]-1,3-thiazole-4-carboxylic acid Methyl-2-[methyl(pyridin-2-ylmethyl)amino]-1,3-thiazole-5-carboxylate COC(=O)C1=CN=C(S1)N(CC1=NC=CC=C1)C.CN(C=1SC=C(N1)C(=O)O)CC1=NC=CC=C1